N(=[N+]=[N-])[C@@](C)(C1CC1)C1=CN=C(C2=CN=C(C=C12)Cl)OC1CC1 (S)-4-(1-azido-1-cyclopropylethyl)-6-chloro-1-cyclopropyloxy-2,7-naphthyridine